2,2,3,3,4,4,5,5-octafluoro-1,6-hexanediol FC(CO)(C(C(C(CO)(F)F)(F)F)(F)F)F